F[C@H]1C[C@H](N(C1)C(CN1C[C@H](CC1)NC1=C2C=CC=NC2=CC(=C1)OC)=O)C#N (2s,4S)-4-fluoro-1-[2-[(3S)-3-[(7-methoxy-5-quinolyl)amino]pyrrolidin-1-yl]acetyl]pyrrolidine-2-carbonitrile